BrC1=C2CCCN(C2=CC=C1)C1=N/C(/NC2=CC(=CC(=C12)F)F)=N/N (E)-4-(5-Bromo-3,4-dihydroquinolin-1(2H)-yl)-5,7-difluoro-2-hydrazono-1,2-dihydroquinazoline